1-(3-buten-1-oxy)-3-(propargyloxy)-2-propanol difluorophosphate P(=O)(F)(F)OC(COCCC=C)COCC#C